N-(1,6-naphthyridin-2-yl)-7-(1,3,5-trimethylpyrazol-4-yl)benzofuran-2-carboxamide N1=C(C=CC2=CN=CC=C12)NC(=O)C=1OC2=C(C1)C=CC=C2C=2C(=NN(C2C)C)C